F[C@]1([C@H](CN(C1)C1=NO[C@@H](C1)C1=C(C(=CC=C1F)F)C1=C(C=CC=C1F)F)NS(=O)(=O)C)C N-{(3S,4R)-4-fluoro-4-methyl-1-[(5S)-5-(2',3,6,6'-tetrafluoro[1,1'-biphenyl]-2-yl)-4,5-dihydro-1,2-oxazol-3-yl]pyrrolidin-3-yl}methanesulfonamide